FC(C=1C=C(C=CC1)C(C)=O)(F)F 1-(3-(trifluoromethyl)phenyl)ethanone